NCCNCCC[Si](OCCCC)(OCCCC)OCCCC N-(2-aminoethyl)-3-aminopropyl-tributoxysilane